(5aR,5bS,7aS,10aS,10bR,E)-N-(4-chlorophenyl)-8-hydrazineylidene-5a,7a-dimethyl-5,5a,5b,6,7,7a,8,9,10,10a,10b,11-dodecahydro-4H-cyclopenta[7,8]phenanthro[2,1-d]thiazol-2-amine ClC1=CC=C(C=C1)NC=1SC2=C(N1)CC[C@@]1([C@H]3CC[C@]/4([C@H]([C@@H]3CC=C12)CC\C4=N/N)C)C